sodium 8-(salicyloylamino)octanoate C(C=1C(O)=CC=CC1)(=O)NCCCCCCCC(=O)[O-].[Na+]